ClC=1C=CC(=NC1)[C@@]1(OC2=C(O1)C=CC=C2C2CCN(CC2)CC2=NC1=C(N2C[C@H]2OCC2)C=C(C=C1C(C)(F)F)C(=O)O)C 2-((4-((S)-2-(5-Chloropyridin-2-yl)-2-methylbenzo[d][1,3]dioxol-4-yl)piperidin-1-yl)methyl)-4-(1,1-difluoroethyl)-1-(((S)-oxetan-2-yl)methyl)-1H-benzo[d]imidazole-6-carboxylic acid